(19R)-16-fluoro-10,19-dimethyl-3-(oxetan-3-yl)-20-oxa-3,4,9,10,11,23-hexaazapentacyclo[19.3.1.02,6.08,12.013,18]pentacosa-1(24),2(6),4,8,11,13,15,17,21(25),22-decaen-22-amine FC1=CC=C2C3=NN(N=C3CC=3C=NN(C3C3=CN=C(C(O[C@@H](C2=C1)C)=C3)N)C3COC3)C